OCCN(CCS(=O)(=O)O)CCO N,N-bis(2-hydroxyethyl)-2-amino-ethanesulfonic acid